benzyl 2-(((benzyloxy)carbonyl)amino)-3-(7-(hydroxymethyl)thieno[3,2-b]pyridine-2-carboxamido)propanoate C(C1=CC=CC=C1)OC(=O)NC(C(=O)OCC1=CC=CC=C1)CNC(=O)C1=CC2=NC=CC(=C2S1)CO